3-cyano-4-nitrosulfolane C(#N)C1CS(=O)(=O)CC1[N+](=O)[O-]